The molecule is an amino ctasaccharide that is alpha-L-Fuc-(1->3)-[beta-D-Man-(1->4)-beta-D-GlcNAc-(1->4)]-GlcNAc in which the mannosyl group is substituted at positions 3 and 6 by beta-D-GlcNAc-(1->2)-alpha-D-Man groups. It has a role as a carbohydrate allergen. C[C@H]1[C@H]([C@H]([C@@H]([C@@H](O1)O[C@H]2[C@@H]([C@H](OC([C@@H]2NC(=O)C)O)CO)O[C@H]3[C@@H]([C@H]([C@@H]([C@H](O3)CO)O[C@H]4[C@H]([C@H]([C@@H]([C@H](O4)CO[C@@H]5[C@H]([C@H]([C@@H]([C@H](O5)CO)O)O)O[C@H]6[C@@H]([C@H]([C@@H]([C@H](O6)CO)O)O)NC(=O)C)O)O[C@@H]7[C@H]([C@H]([C@@H]([C@H](O7)CO)O)O)O[C@H]8[C@@H]([C@H]([C@@H]([C@H](O8)CO)O)O)NC(=O)C)O)O)NC(=O)C)O)O)O